ethylenediaminetetra(methylenephosphinic acid) C(CN(C=P(O)=O)C=P(O)=O)N(C=P(O)=O)C=P(O)=O